3-(2-(methoxymethyl)cyclopropyl)-N-((3r,6s)-6-methylpiperidin-3-yl)-1H-pyrrolo[2,3-b]pyridin-4-amine COCC1C(C1)C1=CNC=2N=CC=C(C21)N[C@H]2CN[C@H](CC2)C